N-[6-(2-chloro-5-fluorophenyl)-3-[hydroxy(2-oxocyclobutyl)methyl]-2-methyl-8-oxo-7,8-dihydro-6H-pyrrolo[4,3-g]indazol-5-yl]-3-fluoro-5-(trifluoromethyl)benzamide ClC1=C(C=C(C=C1)F)C1NC(C2=C1C(=CC1=C(N(N=C21)C)C(C2C(CC2)=O)O)NC(C2=CC(=CC(=C2)C(F)(F)F)F)=O)=O